4-(1H-IMIDAZOL-1-YL)PHENYLBORONIC ACID N1(C=NC=C1)C1=CC=C(C=C1)B(O)O